OC=1C=C(C=CC1O)N(C(=O)C1(CC1)C(=O)N)C1=NC(=CC=C1)OC([2H])([2H])[2H] N-(3,4-dihydroxyphenyl)-N-(6-(methoxy-d3)pyridin-2-yl)cyclopropane-1,1-dicarboxamide